NC=1C=C(C=CC1)S(=O)(=NC)C (3-aminophenyl)(methyl)(methylimino)-λ6-sulfanone